FC=1C(=NC(=C(C1N1CC2=CN=C(C=C2C2(C1=O)CC2)NC2=CC=C(C=C2)N2CCC(CC2)N2CCOCC2)F)OC)OC 2-((2'-(3,5-difluoro-2,6-dimethoxypyridin-4-yl)-3'-oxo-2',3'-diHydro-1'H-spiro[cyclopropane-1,4'-[2,7]naphthyridine]-6'-yl)-amino)-5-(4-morpholinopiperidin-1-yl)benzene